4-Vinyl-1-naphthoic acid methyl ester COC(=O)C1=CC=C(C2=CC=CC=C12)C=C